(5R,8S)-N-(5-chloro-2-fluoro-4-(trifluoromethyl)phenyl)-1-fluoro-6,7,8,9-tetrahydro-5H-5,8-epiminocyclohepta[c]pyridine-10-carboxamide ClC=1C(=CC(=C(C1)NC(=O)N1[C@@H]2CC[C@H]1CC=1C(=NC=CC12)F)F)C(F)(F)F